5-(1,3-oxazol-2-yl)pyridin-3-ol dihydrochloride Cl.Cl.O1C(=NC=C1)C=1C=C(C=NC1)O